[Si](C)(C)(C(C)(C)C)OCCOCCOCCOCCOCCN(C(OC(C)(C)C)=O)C1=NC=C(C=C1)C1=CC=C(C=C1)C=1SC2=C(N1)C=CC(=C2)N(C)C tert-butyl N-[2-[2-[2-[2-[2-[tert-butyl(dimethyl)silyl]oxyethoxy]ethoxy]ethoxy]ethoxy]ethyl]-N-[5-[4-[6-(dimethylamino)-1,3-benzothiazol-2-yl]phenyl]pyridin-2-yl]carbamate